COC(=O)C1(C(C1)C=C)C(=O)OC 1,1-bis(methoxycarbonyl)-2-vinyl-cyclopropane